N-(3-chloro-5-(methylsulfonamido)phenyl)-4-(5-(3,3-difluoroazetidin-1-yl)-3-methylpyridin-2-yl)-5-methylthiophene-2-carboxamide ClC=1C=C(C=C(C1)NS(=O)(=O)C)NC(=O)C=1SC(=C(C1)C1=NC=C(C=C1C)N1CC(C1)(F)F)C